tert-butyl 6-(bromomethyl)-2,3-dihydro-4H-pyrido[3,2-b][1,4]oxazine-4-carboxylate BrCC=1C=CC=2OCCN(C2N1)C(=O)OC(C)(C)C